ClC1=C2C(=NC=C1OC=1C=NN3C1C(=NC=C3)Cl)N=C(N2C)NC2=CC(=C(C=C2)CN2C[C@@H](CC2)OC)C(F)(F)F (R)-7-chloro-6-((4-chloropyrazolo[1,5-a]pyrazin-3-yl)oxy)-N-(4-((3-methoxypyrrolidin-1-yl)methyl)-3-(trifluoromethyl)phenyl)-1-methyl-1H-imidazo[4,5-b]pyridin-2-amine